Methyl (3S)-3-((tert-butyldimethylsilyl)oxy)-5-((R)-tert-butylsulfinyl)-4-(((S)-tert-butylsulfinyl)amino)-5-(m-tolyl)pentanoate [Si](C)(C)(C(C)(C)C)O[C@@H](CC(=O)OC)C(C(C=1C=C(C=CC1)C)[S@@](=O)C(C)(C)C)N[S@@](=O)C(C)(C)C